Cl.Cl.N=1C=NN2C1C=C(C=C2)N [1,2,4]triazolo[1,5-a]pyridin-7-amine dihydrochloride